(3-(difluoro((S)-tetrahydrofuran-2-yl)methyl)-2-fluorophenyl)ethanamine FC(C=1C(=C(C=CC1)C(C)N)F)([C@H]1OCCC1)F